2-(trifluoromethyl)-1,4,5,6-tetrahydropyrimidin-5-ol FC(C=1NCC(CN1)O)(F)F